BrC=1C=CC(=NC1)C1(COC1)CS(=O)(=O)O.CNC(=O)C1=CC2=C(N(C(=N2)C2=CC=NC=C2)C2=CC3=C(NC(N3)=O)C=C2)C=C1 n-methyl-1-(2-oxo-1,3-dihydrobenzimidazol-5-yl)-2-(4-pyridinyl)benzimidazole-5-carboxamide 3-(5-bromopyridin-2-yl)oxetan-3-yl-methanesulfonate